CNCC(=C)C N,2-dimethylprop-2-en-1-amine